O1B(OC2=C1C=CC=C2)N2C1=CC=CC=C1C=1C=C(C=CC21)N2C1=CC=CC=C1C=1C=CC=CC21 9-(benzo[d][1,3,2]dioxaborol-2-yl)-9H-3,9'-bicarbazole